[4-(5-chlorooxazolo[4,5-b]pyridin-2-yl)piperazin-1-yl]-[6-[(1-methoxycyclopropyl)methoxy]-5-methyl-3-pyridyl]methanone ClC1=CC=C2C(=N1)N=C(O2)N2CCN(CC2)C(=O)C=2C=NC(=C(C2)C)OCC2(CC2)OC